(4,4,5,5-tetramethyl-1,3,2-dioxaborolan-2-yl)-6,7-dihydro-4H-pyrazolo[5,1-c][1,4]oxazine CC1(OB(OC1(C)C)C1=NN2C(COCC2)=C1)C